CC1=C(C=C(N)C=C1)C1=CN=C(O1)C 4-methyl-3-(2-methyloxazol-5-yl)aniline